3-mercapto-3-methylbutan SC(CC)(C)C